CC=1SC(=C(C1C(=O)NC1CC2(CC(C2)C(=O)O)C1)CC1=CC=C(C=C1)C=1CCCCC1)C 6-(2,5-dimethyl-4-((2',3',4',5'-tetrahydro-[1,1'-biphenyl]-4-yl)methyl)thiophene-3-carboxamido)spiro[3.3]heptane-2-carboxylic acid